C(=O)[O-].C(#N)COC1=C(C(=C(C=C1)C1=CN=C(N1C)C(=O)NC1=CC(=C(C(=O)N2CCN(CC2)C(=O)N[C@@H]2C[N+](C[C@H]2O)(C)C)C=C1)C)F)F (3R,4R)-3-(4-(4-(5-(4-(cyanomethoxy)-2,3-difluorophenyl)-1-methyl-1H-imidazole-2-carboxamido)-2-methylbenzoyl)piperazine-1-carboxamido)-4-hydroxy-1,1-dimethylpyrrolidin-1-ium formate